4-[[(2S,3R,4S,5S)-3-(3,4-difluoro-2-methoxy-phenyl)-4,5-dimethyl-5-(trifluoromethyl)tetrahydrofuran-2-carbonyl]amino]-6-fluoro-pyridine-2-carboxamide FC=1C(=C(C=CC1F)[C@@H]1[C@H](O[C@@]([C@H]1C)(C(F)(F)F)C)C(=O)NC1=CC(=NC(=C1)F)C(=O)N)OC